1-methoxy-phenol COC1(CC=CC=C1)O